sodium sulfomercaptopurine S(=O)(=O)(O)C1=NC(C=2NC=NC2N1)=S.[Na]